C(C)OC(=O)C1=C(OC2=CN=C(C=C21)OCC2=CC=CC=C2)C.ClC2=C(OCC1CCN(CC1)C(=O)N1C[C@H](CC1)C1=CN=NN1)C=CC(=C2)F (-)-[4-[(2-chloro-4-fluoro-phenoxy)methyl]-1-piperidinyl]-[(3S)-3-(1H-triazol-5-yl)pyrrolidin-1-yl]methanone ethyl-5-benzyloxy-2-methyl-furo[2,3-c]pyridine-3-carboxylate